[N+](=O)([O-])C=1C=C(C=CC1)C1=CCCCN1C(=O)OC(C)(C)C tert-butyl 6-(3-nitrophenyl)-3,4-dihydropyridine-1(2H)-carboxylate